C(C)(C)(C)OC(=O)N1CC(C1)C(NC1=NC=C(C=C1)O)=O 3-[(5-hydroxypyridin-2-yl)carbamoyl]azetidine-1-carboxylic acid tert-butyl ester